(4-hydroxy-3,5-dimethoxyphenyl)-N-(phenylsulfonyl)benzenesulfonamide OC1=C(C=C(C=C1OC)C1=C(C=CC=C1)S(=O)(=O)NS(=O)(=O)C1=CC=CC=C1)OC